4-(2,3-dimethoxyphenyl)-7-[[5-(4-methylpiperazin-1-yl)-2-pyridyl]amino]-2,3-dihydropyrrolo[3,4-c]pyridin-1-one COC1=C(C=CC=C1OC)C1=NC=C(C2=C1CNC2=O)NC2=NC=C(C=C2)N2CCN(CC2)C